4-(Cyclopropylsulfonyl)-3-(5,7-difluoro-4-oxo-1,4-dihydro-quinolin-2-yl)benzonitrile C1(CC1)S(=O)(=O)C1=C(C=C(C#N)C=C1)C=1NC2=CC(=CC(=C2C(C1)=O)F)F